6-chloro-4-[(3R,4R)-4-(4-chloro-2-fluoro-anilino)-3-methyl-1-piperidinyl]-1-methyl-2-oxo-1,5-naphthyridine-3-carbonitrile ClC=1N=C2C(=C(C(N(C2=CC1)C)=O)C#N)N1C[C@H]([C@@H](CC1)NC1=C(C=C(C=C1)Cl)F)C